C(C)(C)(C)C1=CC=C(C=C1)C1=CC(=CC=C1)CC(=O)N1CC2=C(CCC1)N=C(NC2=O)C2(CC2)C2=CC=CC=C2 6-(2-(4'-(tert-butyl)-[1,1'-biphenyl]-3-yl)acetyl)-2-(1-phenylcyclopropyl)-3,5,6,7,8,9-hexahydro-4H-pyrimido[5,4-c]azepin-4-one